oxalic acid-d C(C(=O)O[2H])(=O)O